C(C\C=C/CCCC=C)(=O)OCC Ethyl (Z)-nona-3,8-dienoate